4-(3-(4-methoxyphenyl)-1,2,4-oxadiazol-5-yl)piperazine COC1=CC=C(C=C1)C1=NOC(=N1)N1CCNCC1